perfluoropentanol FC(C(C(C(C(F)(F)F)(F)F)(F)F)(F)F)(O)F